2-{2-[(1H-1,3-Benzodiazol-2-ylmethyl)amino]ethyl}-N-[(6-methylpyridazin-3-yl)methyl]-1,3-thiazole-4-carboxamide N1C(=NC2=C1C=CC=C2)CNCCC=2SC=C(N2)C(=O)NCC=2N=NC(=CC2)C